1-(3-((4-((2-Fluoro-3-methyl-4-((1-methyl-1H-benzo[d]imidazol-5-yl)oxy)phenyl)amino)-7-methoxy-quinazolin-6-yl)oxy)-8-azabicyclo[3.2.1]octan-8-yl)prop-2-en-1-one FC1=C(C=CC(=C1C)OC1=CC2=C(N(C=N2)C)C=C1)NC1=NC=NC2=CC(=C(C=C12)OC1CC2CCC(C1)N2C(C=C)=O)OC